COC=1C(=NC=NC1NC1=CC2=C(C(NC23CCCCC3)=O)S1)NC(=O)C1CC1 N-(5-Methoxy-6-((6'-oxo-5',6'-dihydrospiro[cyclohexane-1,4'-thieno[2,3-c]pyrrol]-2'-yl)amino)pyrimidin-4-yl)cyclopropanecarboxamide